[Cl-].C(C)O[Si](OCC)(OCC)CCCC(CC[NH+](C)C)CCCCCCCCCCCCCCC 3-(triethoxysilylpropyl)dimethyloctadecyl-ammonium chloride